(3S)-3-methyl-1-1H,2H,3H-pyrrolo[2,3-b]pyridin-4-ylpiperazine C[C@H]1CN(CCN1)C1=C2C(=NC=C1)NCC2